tert-butyl 4-{[1-(5-{2-[(1r,4r)-4-({2,3,5-trifluoro-4-[(4-methoxyphenyl)methoxy]benzamido}methyl)cyclohexyl]-2H-indazol-6-yl}pyrimidin-2-yl)piperidin-4-yl]oxy}piperidine-1-carboxylate FC1=C(C(=O)NCC2CCC(CC2)N2N=C3C=C(C=CC3=C2)C=2C=NC(=NC2)N2CCC(CC2)OC2CCN(CC2)C(=O)OC(C)(C)C)C=C(C(=C1F)OCC1=CC=C(C=C1)OC)F